C(#N)C=1C=C(C=NC1N1N=CC=N1)NC(=O)C=1C=NN(C1C(F)(F)F)C1=C2CCNCC2=CC=C1 N-(5-cyano-6-(2H-1,2,3-triazol-2-yl)pyridin-3-yl)-1-(1,2,3,4-tetrahydroisoquinolin-5-yl)-5-(trifluoromethyl)-1H-pyrazole-4-carboxamide